ClC=1C=C(C=CC1)C1=CC=C(C=C1)C=1SC(=C(C1C1=CC=CC=C1)C1=CC=CC=C1)C1=CC=CC=C1 2-(3'-chloro-[1,1'-biphenyl]-4-yl)-3,4,5-triphenylthiophene